FC=1C=C2CCN(CC2=CC1)C1=CC(=C(C(=C1)C1(CC1)C)NC(CC(C)(C)C)=O)C N-(4-(6-fluoro-3,4-dihydroisoquinolin-2(1H)-yl)-2-methyl-6-(1-methylcyclopropyl)phenyl)-3,3-dimethylbutyramide